FC(C1=C(C(=NN1)CN(C(=O)NC1=CC(=C(C=C1)F)C(F)F)C=1C=NC(=NC1)OC)CC(C)(C)O)F ((5-(Difluoromethyl)-4-(2-hydroxy-2-methylpropyl)-1H-pyrazol-3-yl)methyl)-3-(3-(difluoromethyl)-4-fluorophenyl)-1-(2-methoxypyrimidin-5-yl)urea